4-[3-{2-(6-hydroxybenzo[1,3]dioxole-5-yl)-2H-benzotriazole-5-yl}propanoyloxy]butyl methacrylate C(C(=C)C)(=O)OCCCCOC(CCC1=CC=2C(=NN(N2)C2=CC3=C(OCO3)C=C2O)C=C1)=O